4-[(4-cyclohexylphenyl)amino]-2-{methyl[(pyrazin-2-yl)methyl]amino}-6-(propan-2-yl)-5,6-dihydro-7H-pyrrolo[3,4-d]pyrimidin-7-one C1(CCCCC1)C1=CC=C(C=C1)NC=1C2=C(N=C(N1)N(CC1=NC=CN=C1)C)C(N(C2)C(C)C)=O